1-(Cyclopropylmethyl)-N-((1,2,3,5,6,7-hexahydro-s-indacen-4-yl)carbamoyl)-1H-pyrazole-4-sulfonamide, sodium salt [Na].C1(CC1)CN1N=CC(=C1)S(=O)(=O)NC(NC1=C2CCCC2=CC=2CCCC12)=O